2-hydroxyethyl-sulfonate OCCS(=O)(=O)[O-]